indium-antimony [Sb].[In]